2-(6-bromobenzo[d]isoxazol-3-yl)acetic acid BrC1=CC2=C(C(=NO2)CC(=O)O)C=C1